tert-Butyl 4-[7-(8-cyano-2-methyl-imidazo[1,2-b]pyridazin-6-yl)-5-fluoro-cinnolin-3-yl]piperidine-1-carboxylate C(#N)C=1C=2N(N=C(C1)C1=CC(=C3C=C(N=NC3=C1)C1CCN(CC1)C(=O)OC(C)(C)C)F)C=C(N2)C